(R)-4-(3-(2-bromo-5-(trifluoromethyl)phenyl)piperazin-1-yl)-6-isopropylpyrimidin-2-amine BrC1=C(C=C(C=C1)C(F)(F)F)[C@@H]1CN(CCN1)C1=NC(=NC(=C1)C(C)C)N